ClC=1C=C(C=CC1OC)N1C(=NC2=C1C=CC(=C2)N2CCOCC2)I 4-(1-(3-chloro-4-methoxyphenyl)-2-iodo-1H-benzo[d]imidazol-5-yl)morpholine